tert-butyl (2R,5'S)-5-methoxy-5'-methyl-3H-spiro[furo[2,3-c]pyridine-2,3'-pyrrolidine]-1'-carboxylate COC=1C=C2C(=CN1)O[C@]1(CN([C@H](C1)C)C(=O)OC(C)(C)C)C2